1,4-bis[(3-(3-amino-2-hydroxypropyl)-myristylamino)-propyl]piperazine NCC(CC(CCNCCCN1CCN(CC1)CCCNCCC(CCCCCCCCCCC)CC(CN)O)CCCCCCCCCCC)O